2-(methylamino)-5-(3-((4-phenethoxyphenyl)carbamoyl)phenyl)nicotinic acid CNC1=C(C(=O)O)C=C(C=N1)C1=CC(=CC=C1)C(NC1=CC=C(C=C1)OCCC1=CC=CC=C1)=O